6-(6-aminopyridin-2-yl)-N2-(3,5-difluorophenyl)-N4-isopropyl-1,3,5-triazine-2,4-diamine NC1=CC=CC(=N1)C1=NC(=NC(=N1)NC1=CC(=CC(=C1)F)F)NC(C)C